CC1=CC=C(C=C1)S(=O)(=O)NS(=O)(=O)C1=CC=C(C)C=C1 Bis(p-toluenesulfonyl)amine